NC=1C=2CCCCC2N=C2C=CC(=CC12)C1=CC(=NC=C1)C1(CCCCC1)C(=O)N [4-(9-amino-5,6,7,8-tetrahydroacridin-2-yl)pyridin-2-yl]cyclohexanecarboxamide